3-bromo-2-chloro-5-fluoro-4-methylpyridine BrC=1C(=NC=C(C1C)F)Cl